C(C=C)(=O)N1CCC(CC1)OC=1C=C2C(=NC=NC2=CC1OC)NC=1C=C(C=CC1OC)C1=CC(=CC=C1)NC(C=C)=O N-(3'-((6-((1-acryloylpiperidin-4-yl)oxy)-7-methoxyquinazolin-4-yl)amino)-4'-methoxy-[1,1'-biphenyl]-3-yl)acrylamide